NC=1C=CC(=C(C1)C(C(=O)O)C)C1=CC2=C(C=N1)N=NN2[C@H](C)C2=C(C(=CC=C2Cl)C2CC2)Cl 2-(5-amino-2-(1-((R)-1-(2,6-dichloro-3-cyclopropylphenyl)ethyl)-1H-[1,2,3]triazolo[4,5-c]pyridin-6-yl)phenyl)propanoic acid